rac-(4bS,5R,6R,7S,7aR)-4b,5-dihydroxy-4-methoxy-7-phenyl-7a-(p-tolyl)-4b,6,7,7a-tetrahydro-5H-cyclopenta[4,5]furo[2,3-c]pyridine-6-carboxylic acid O[C@@]12[C@@](OC=3C=NC=C(C31)OC)([C@@H]([C@H]([C@H]2O)C(=O)O)C2=CC=CC=C2)C2=CC=C(C=C2)C |r|